tetracyclo[3.2.0.02,7.04,6]heptane-2-amine C12C3(CC4C2C4C31)N